NC=1C=2N(C=CN1)C(=NC2C2=C(C=C(C(=O)NC1=NC=C(C(=C1)C(F)(F)F)Cl)C=C2)F)N2CCC1(CCNC1=O)CC2 4-(8-amino-3-(1-oxo-2,8-diazaspiro[4.5]decan-8-yl)imidazo[1,5-a]pyrazin-1-yl)-N-(5-chloro-4-(trifluoromethyl)pyridin-2-yl)-3-fluorobenzamide